i-butyl N-[3-cyano-7-fluoro-4-(4,4,5,5-tetramethyl-1,3,2-dioxaborolan-2-yl)benzothiophen-2-yl]carbamate C(#N)C1=C(SC2=C1C(=CC=C2F)B2OC(C(O2)(C)C)(C)C)NC(OCC(C)C)=O